C1(CC1)COC1=C(C=C(C=C1)S(=O)(=O)CC)C=1C2=C(C(N(C1)C)=O)NC=C2 4-[2-(cyclopropylmethoxy)-5-(ethylsulfonyl)phenyl]-6-methyl-1,6-dihydro-7H-pyrrolo[2,3-c]pyridin-7-one